CC1=C(C=C(CNC(OC(C)(C)C)=O)C=C1)C(N[C@H](C)C1=CC(=NC2=CC=CC=C12)C=1NC=C(C1)C(NC)=O)=O tert-butyl (R)-(4-methyl-3-((1-(2-(4-(methylcarbamoyl)-1H-pyrrol-2-yl)quinolin-4-yl)ethyl)carbamoyl)benzyl)carbamate